FC=1C(=C(C=C(C1)C(C)C)[C@@H](C(=O)O)N1C[C@@H](CC1)N(CCC(F)(F)F)CCCCCC1=NC=2NCCCC2C=C1)OC (S)-2-(3-fluoro-5-isopropyl-2-methoxyphenyl)-2-((R)-3-((5-(5,6,7,8-tetrahydro-1,8-naphthyridin-2-yl)pentyl)(3,3,3-trifluoropropyl)amino)pyrrolidin-1-yl)acetic acid